3-(3-methyl-4-(piperazin-1-yl)-1H-indazol-1-yl)piperidine-2,6-dione 4-methylbenzenesulfonate CC1=CC=C(C=C1)S(=O)(=O)O.CC1=NN(C2=CC=CC(=C12)N1CCNCC1)C1C(NC(CC1)=O)=O